(S)-tert-Butyl ((5-(1H-imidazol-1-yl)isochroman-1-yl)methyl)(methyl)carbamate N1(C=NC=C1)C1=C2CCO[C@@H](C2=CC=C1)CN(C(OC(C)(C)C)=O)C